Cl.C[C@H]1[C@H](NC[C@@H](O1)C)CNC1=NC=C(C=C1)C(F)(F)F N-(((2S,3R,6S)-2,6-dimethylmorpholin-3-yl)methyl)-5-(trifluoromethyl)pyridin-2-amine hydrochloride